(2R,4R)-1-(3-(3-chloro-2-fluorophenyl)oxetan-3-yl)-2-ethyl-4-((3-fluoro-6-((5-methyl-1H-pyrazol-3-yl)amino)pyridin-2-yl)methyl)piperidine-4-carboxylic acid ClC=1C(=C(C=CC1)C1(COC1)N1[C@@H](C[C@@](CC1)(C(=O)O)CC1=NC(=CC=C1F)NC1=NNC(=C1)C)CC)F